tert-Butyl (4-bromophenethyl)(2-methoxyethyl)carbamate BrC1=CC=C(CCN(C(OC(C)(C)C)=O)CCOC)C=C1